NC=1C(=C(C=C(C1C)F)C1=NOC(=N1)C1CN(C1)C(=O)OC)F methyl 3-(3-(3-amino-2,5-difluoro-4-methylphenyl)-1,2,4-oxadiazol-5-yl)azetidine-1-carboxylate